ClC=1C=CC(=NC1C)CC(=O)NC1=CNC2=CC=C(C=C12)Cl 2-(5-chloro-6-methylpyridin-2-yl)-N-(5-chloro-1H-indol-3-yl)acetamide